(R)-4-methoxy-N-(1-(m-tolyl)allyl)aniline COC1=CC=C(N[C@H](C=C)C=2C=C(C=CC2)C)C=C1